tert-butyl 6-(3-amino-2-nitrophenyl)-2,6-diazaspiro[3.3]heptane-2-carboxylate NC=1C(=C(C=CC1)N1CC2(CN(C2)C(=O)OC(C)(C)C)C1)[N+](=O)[O-]